N-(4-((R)-2-(6-Ethoxypyridin-3-yl)propyl)-6-(((R)-1-hydroxy-4-methylpentan-2-yl)amino)-1,3,5-triazin-2-yl)methanesulfonamide C(C)OC1=CC=C(C=N1)[C@@H](CC1=NC(=NC(=N1)N[C@@H](CO)CC(C)C)NS(=O)(=O)C)C